ClC1=NC(=CC(=C1)C(=O)OC(C)(C)C)NN tert-butyl 2-chloro-6-hydrazinylpyridine-4-carboxylate